N-(2-oxo-1,2-dihydropyridin-4-yl)-2-(2-(trifluoromethoxy)phenoxy)-5-(trifluoromethyl)benzamide O=C1NC=CC(=C1)NC(C1=C(C=CC(=C1)C(F)(F)F)OC1=C(C=CC=C1)OC(F)(F)F)=O